ClC=1C=C(C=CC1)[C@H]1[C@@H](CN(CC1)C(=O)C=1C=2N(C=CC1)C=NC2)NC(=O)C2(CC2)NC(C(F)(F)F)=O N-((3S,4S)-4-(3-chlorophenyl)-1-(imidazo[1,5-a]pyridine-8-carbonyl)piperidin-3-yl)-1-(2,2,2-trifluoroacetamido)cyclopropanecarboxamide